4-(6-(3-ethoxy-4-(methylthio)phenyl)pyridin-2-yl)-1,2-oxaborolan-2-ol C(C)OC=1C=C(C=CC1SC)C1=CC=CC(=N1)C1CB(OC1)O